The molecule is a furanocoumarin that is 2,3-dihydrofuro[3,2-c]coumarin substituted by a hydroxy group at position 7, methyl groups at positions 2 and 3 (relatively trans configuration) and a 4,8-dimethyl-3(E)-7-nonadien-6-onyl moiety at position 2. Isolated from the roots of Ferula fukanensis, it exhibits inhibitory effect on the production of nitric oxide (NO). It has a role as a metabolite and an EC 1.14.13.39 (nitric oxide synthase) inhibitor. It is a furanocoumarin, a ketone, a member of phenols and a sesquiterpenoid. C[C@@H]1C2=C(C3=C(C=C(C=C3)O)OC2=O)O[C@]1(C)CC/C=C(\\C)/CC(=O)C=C(C)C